7-bromo-6-chloro-4-(cyclopropylethynyl)-1-(4-methoxybenzyl)-4-(trifluoromethyl)-3,4-dihydroquinazolin-2(1H)-one BrC1=C(C=C2C(NC(N(C2=C1)CC1=CC=C(C=C1)OC)=O)(C(F)(F)F)C#CC1CC1)Cl